C[N+](CCOC1=CC=C(C=C1)[NH3+])(C)C 4-(2-(trimethylammonio)ethoxy)benzeneaminium